C1(CC1)N1CCC(CC1)NC=1C(=CN(C(C1)=O)C1(CC1)C(F)F)C(=O)OC Methyl 4-((1-cyclopropylpiperidin-4-yl)amino)-1-(1-(difluoromethyl)cyclopropyl)-6-oxo-1,6-dihydropyridine-3-carboxylate